NC1=NN2C(C=C(C=C2)C=2C(=C(C(=O)O)C=CC2)F)=N1 3-(2-amino-[1,2,4]triazolo[1,5-a]pyridin-7-yl)-2-fluorobenzoic acid